C1(CC1)N(C(=O)N1CCC(CC1)(C(=O)O)CC(N(C1=CC=CC=C1)C1=CC=CC=C1)=O)C1=CC=C(C=C1)F 1-[cyclopropyl-(4-fluorophenyl)carbamoyl]-4-[2-oxo-2-(N-phenylanilino)ethyl]piperidine-4-carboxylic acid